ClC1=CC=C(C=C1)NC(=N)N N-(4-Chloro-phenyl)-guanidine